O=S1(CCC(CC1)C1=CC2=C(N=CN=C2SC)NC1=O)=O 6-(1,1-dioxidotetrahydro-2H-thiopyran-4-yl)-4-(methylthio)pyrido[2,3-d]pyrimidin-7(8H)-one